7-[(3R,4R)-3,4-dihydroxypyrrolidin-1-yl]-6-fluoro-N-(2-methylpentan-3-yl)-4-oxo-1-(2,4,6-trifluorophenyl)-1,4-dihydro-1,8-naphthyridine-3-carboxamide O[C@@H]1CN(C[C@H]1O)C1=C(C=C2C(C(=CN(C2=N1)C1=C(C=C(C=C1F)F)F)C(=O)NC(C(C)C)CC)=O)F